5-oxopentanoic acid hydrochloride Cl.O=CCCCC(=O)O